(14E)-17-iodo-14-heptadecenyl acetate C(C)(=O)OCCCCCCCCCCCCC\C=C\CCI